N-(2-(difluoromethoxy)-6-methylpyridin-3-yl)-1-(2-isopropylphenyl)-3-(N-methylsulfamoyl)cyclobutane-1-carboxamide FC(OC1=NC(=CC=C1NC(=O)C1(CC(C1)S(NC)(=O)=O)C1=C(C=CC=C1)C(C)C)C)F